C(C)(C)OC(=O)[C@@H]1C[C@@H](CCC1)O[Si](C)(C)C(C)(C)C (1S,3R)-3-((tert-butyldimethylsilyl)oxy)cyclohexane-1-carboxylic acid isopropyl ester